3-(benzylthio)-5-(chloromethyl)pyridine hydrochloride Cl.C(C1=CC=CC=C1)SC=1C=NC=C(C1)CCl